(5-cyclopropyl-4-fluoro-3,3-dimethyl-2-oxoindol-1-yl)acetic acid C1(CC1)C=1C(=C2C(C(N(C2=CC1)CC(=O)O)=O)(C)C)F